(2R)-1-[2-(3,4-dihydro-2H-1,4-benzoxazine-6-sulfonyl)-2H,4H,5H,6H-pyrrolo[3,4-c]pyrazol-5-yl]-3-hydroxy-2-phenylpropan-1-one O1CCNC2=C1C=CC(=C2)S(=O)(=O)N2N=C1C(=C2)CN(C1)C([C@@H](CO)C1=CC=CC=C1)=O